Pentamethylcyclopentadienyl-(1-n-butyl-5,6,7,8-tetrahydro-1H-cyclopenta[b]naphthalene) hafnium [Hf].CC1=C(C(=C(C1(C1(C=CC=2C1=CC=1CCCCC1C2)CCCC)C)C)C)C